(7-chloroquinolin-8-yl)-3-(dimethylamino)pyridine-2-sulfonamide ClC1=CC=C2C=CC=NC2=C1C1=C(C(=NC=C1)S(=O)(=O)N)N(C)C